6-bromo-1,2,3,4-tetrahydroquinolin-7-ol BrC=1C=C2CCCNC2=CC1O